CN(C)CC1=CC=C(C=C1)B(O)O [4-[(dimethylamino)methyl]phenyl]boronic acid